2,3-dimethyl-5-aminophenol CC1=C(C=C(C=C1C)N)O